C(C)C(=C)C(=C)CC 2,3-diethyl-butadiene